N1=C(C=CC=C1)C1(CCOC2(CCCC2)C1)CCN 2-(9-(pyridin-2-yl)-6-oxaspiro[4.5]decane-9-yl)ethanamine